BrC1=CC=C(C=C1)CCCCC 2-(4-bromophenyl)ethylpropane